N[C@@H](COC(C(F)(F)F)(C)C)C1=NC2=C(N1)C=CC(=C2)CN2C(N[C@@H](C2)C(F)(F)F)=O |o1:24| (S*)-1-((2-((R)-1-Amino-2-((1,1,1-trifluoro-2-methylpropan-2-yl)oxy)ethyl)-1H-benzo[d]imidazol-5-yl)methyl)-4-(trifluoromethyl)imidazolidin-2-one